2-(4-Fluoro-2-isopropyl-6-(2-methoxypyridin-4-yl)phenyl)-N-((6-hydroxy-2-methylpyridin-3-yl)sulfonyl)acetamide, potassium salt [K].FC1=CC(=C(C(=C1)C1=CC(=NC=C1)OC)CC(=O)NS(=O)(=O)C=1C(=NC(=CC1)O)C)C(C)C